1-[[2-fluoro-6-(trifluoromethyl)phenyl]methyl]-6-methyl-2,4(1H,3H)-pyrimidinedione FC1=C(C(=CC=C1)C(F)(F)F)CN1C(NC(C=C1C)=O)=O